(2R)-2-amino-1-[2-(1,3-benzothiazole-6-sulfonyl)-2H,4H,5H,6H-pyrrolo[3,4-c]pyrazol-5-yl]-2-phenylpropan-1-one N[C@](C(=O)N1CC2=NN(C=C2C1)S(=O)(=O)C1=CC2=C(N=CS2)C=C1)(C)C1=CC=CC=C1